[4-(9-fluoro-3-prop-2-yl-5,6-dihydrobenzo[b][1]benzothien-5-yl)piperazin-1-yl]ethanol FC=1C=CCC2C1C1=C(S2N2CCN(CC2)C(C)O)C=C(C=C1)C(C)C